1-(fluoromethyl)cyclopropanecarboxylic acid FCC1(CC1)C(=O)O